1-(2-hydroxyphenyl)-1-(4-hydroxyphenyl)nonane OC1=C(C=CC=C1)C(CCCCCCCC)C1=CC=C(C=C1)O